1,4-bis(1-pentyl-1H-imidazo[4,5-f][1,10]phenanthroline-2-yl)benzene C(CCCC)N1C(=NC2=C3C=CC=NC3=C3N=CC=CC3=C21)C2=CC=C(C=C2)C=2N(C=1C(=C3C=CC=NC3=C3N=CC=CC13)N2)CCCCC